1-tert-butoxycarbonyl-4-(carboxymethyl)piperidine-4-carboxylic acid C(C)(C)(C)OC(=O)N1CCC(CC1)(C(=O)O)CC(=O)O